(tetrahydro-2H-pyran-4-yl)-1H-pyrazolo[3,4-d]pyrimidine O1CCC(CC1)N1N=CC=2C1=NC=NC2